N-((4-chlorophenyl)(phenyl)methyl)-2-oxo-6-(trifluoromethyl)-1,2-dihydropyridine-3-carboxamide ClC1=CC=C(C=C1)C(NC(=O)C=1C(NC(=CC1)C(F)(F)F)=O)C1=CC=CC=C1